4-isooctyloxybenzaldehyde C(CCCCC(C)C)OC1=CC=C(C=O)C=C1